4-(4-fluorophenyl)-1,2,4-triazol-3-one FC1=CC=C(C=C1)N1C(NN=C1)=O